((4-((2-methoxyphenyl)amino)-5-(methylcarbamoyl)pyridin-2-yl)amino)nicotinic acid COC1=C(C=CC=C1)NC1=CC(=NC=C1C(NC)=O)NC1=C(C(=O)O)C=CC=N1